N1=C(C=CC=C1)C=1C=CC(NN1)=O 6-(Pyridin-2-yl)pyridazin-3(2H)-one